NC1=C(C(=CC=C1)CC1=CC=C(C=C1)C=1N(C=C(N1)C(F)(F)F)C)O 2-amino-6-(4-(1-methyl-4-(trifluoromethyl)-1H-imidazol-2-yl)benzyl)phenol